The molecule is a 1-acyl-sn-glycerol 3-phosphate in which the 1-acyl substituent is specified as heptadecanoyl. It derives from a heptadecanoic acid. It is a conjugate acid of a 1-heptadecanoyl-sn-glycero-3-phosphate(2-). CCCCCCCCCCCCCCCCC(=O)OC[C@H](COP(=O)(O)O)O